sodium formaldehyde sulphoxylate S([O-])[O-].C=O.[Na+].[Na+]